tert-Butyl (2S)-2-(((tert-butyldiphenylsilyl)oxy)methyl)-5-hydroxypiperidine-1-carboxylate [Si](C1=CC=CC=C1)(C1=CC=CC=C1)(C(C)(C)C)OC[C@H]1N(CC(CC1)O)C(=O)OC(C)(C)C